FC1=C(N)C(=CC=C1C=1C=NOC1C)N1CCCCC1 2-fluoro-3-(5-methylisoxazol-4-yl)-6-(piperidin-1-yl)aniline